ethyl-benzyl-4-piperidone C(C)C1N(CCC(C1)=O)CC1=CC=CC=C1